oleyl myristate (oleyl myristate) C(CCCCCCC\C=C/CCCCCCCC)C(C(=O)O)CCCCCCCCCCCC.C(CCCCCCCCCCCCC)(=O)OCCCCCCCC\C=C/CCCCCCCC